[N-](S(=O)(=O)C(F)(F)F)S(=O)(=O)C(F)(F)F.OCC[N+](CCCCCCCCCCCCCCCC)(C)CCO bis(2-hydroxyethyl)-methyl-hexadecylammonium Bis(trifluoromethanesulfonyl)imide